CC1CCC=2C(=C(C(=NC2C1)N1CC2(CNC2)CC1)C#N)C1=C2C=NNC2=CC=C1C 7-methyl-4-(5-methyl-1H-indazol-4-yl)-2-(2,6-diazaspiro[3.4]octan-6-yl)-5,6,7,8-tetrahydroquinoline-3-carbonitrile